aluminum bis(2-ethylhexylacetoacetate) C(C)C(CCC(CC(=O)[O-])=O)CCCC.C(C)C(CCC(CC(=O)[O-])=O)CCCC.[Al+2]